COC=1C=C(C=CC1OC)C=1NC2=CC=C(C=C2C1CC)C1=CC=NC=C1 2-(3,4-dimethoxyphenyl)-3-ethyl-5-(pyridin-4-yl)-1H-indole